CN(C(OC(C)(C)C)=O)S(N)(=O)=O tert-Butyl methyl(sulfamoyl)carbamate